CC1=C2CNC(C2=CC=C1)=O 4-methylisoindolin-1-one